O=C1NC(CCC1OC=1C=C(C=CC1)S(=O)(=O)F)=O 3-[(2,6-dioxo-3-piperidyl)oxy]benzenesulfonyl fluoride